C(=O)(O)C1=CC=C(C=C1)NCC(CS(=O)(=O)[O-])O.[Na+] sodium 3-((4-carboxyphenyl) amino)-2-hydroxypropane-1-sulfonate